The molecule is an organic thiophosphate and an organothiophosphate insecticide. It has a role as an EC 3.1.1.7 (acetylcholinesterase) inhibitor, an EC 3.1.1.8 (cholinesterase) inhibitor and an agrochemical. CCOP(=S)(CC)SC1=CC=CC=C1